Copper diphenyl phosphonate P(OC1=CC=CC=C1)(OC1=CC=CC=C1)=O.[Cu]